ClC1=CC(=C(C(=N1)C(F)(F)F)N)C=1N(N=C(C1[N+](=O)[O-])C)COCC[Si](C)(C)C 6-chloro-4-[5-methyl-4-nitro-2-(2-trimethylsilylethoxymethyl)pyrazol-3-yl]-2-(trifluoromethyl)pyridin-3-amine